2-(2-(4,4-difluorocyclohex-1-en-1-yl)-6-isopropyl-5,8-dioxo-5,6,7,8-tetrahydro-4H-pyrazolo[1,5-a]pyrrolo[3,4-d]pyrimidin-4-yl)-N-(5-fluoropyridin-2-yl)acetamide FC1(CC=C(CC1)C1=NN2C(N(C3=C(C2=O)CN(C3=O)C(C)C)CC(=O)NC3=NC=C(C=C3)F)=C1)F